phenylpyruvamide C1(=CC=CC=C1)CC(C(=O)N)=O